COC(C1=CC(=C(C(=C1)[N+](=O)[O-])NC)F)=O 3-fluoro-4-(methylamino)-5-nitrobenzoic acid methyl ester